NCC(=O)N1C(C=2N(CC1)C(=C(N2)C2=CC(=C(C=C2)F)F)NC2=NC=C(C(=C2)F)Cl)(C)C 2-amino-1-(3-((5-chloro-4-fluoropyridin-2-yl)amino)-2-(3,4-difluorophenyl)-8,8-dimethyl-5,6-dihydroimidazo[1,2-a]pyrazin-7(8H)-yl)ethan-1-one